S(=O)(=O)([O-])[O-].C(CCCCCCCCCCCCCCCCC)[N+](CC1=CC=CC=C1)(C)C.C(CCCCCCCCCCCCCCCCC)[N+](C)(C)CC1=CC=CC=C1 stearyl-dimethylbenzyl-ammonium sulfate